OC[C@@H]1CN(C[C@H]1NC=1N=NC(=C2C1N=CC=C2)C2=CC=C(C=C2)C(F)(F)F)C(=O)OC(C)(C)C tert-butyl (3R,4S)-3-(hydroxymethyl)-4-((5-(4-(trifluoromethyl)phenyl)pyrido[2,3-d]pyridazin-8-yl)amino)pyrrolidine-1-carboxylate